ethyl 1-{[(3-bromo-4,5-dichloro-2-thienyl)carbonyl] amino}cyclopropanecarboxylate BrC1=C(SC(=C1Cl)Cl)C(=O)NC1(CC1)C(=O)OCC